CC(=C)C(C)C 2,3-Dimethyl-1-buten